(S)-3-amino-6-(4-(2-(3,5-difluorophenyl)-2-hydroxyacetamido)-2-ethylphenyl)-N-ethylpyrazine-2-carboxamide NC=1C(=NC(=CN1)C1=C(C=C(C=C1)NC([C@@H](O)C1=CC(=CC(=C1)F)F)=O)CC)C(=O)NCC